COC(C(C(C[C@@H](C)NC(=O)OCC1=CC=CC=C1)=O)=[N+]=[N-])=O.CC1=NN(C=C1C=1C=C2C3(CNC(C2=CC1)=O)CCC3)C=3C=C(C=CC3)NC(C=C)=O N-(3-(3-methyl-4-(1'-oxo-2',3'-dihydro-1'H-spiro[cyclobutane-1,4'-isoquinolin]-6'-yl)-1H-pyrazol-1-yl)phenyl)acrylamide methyl-(R)-5-(((benzyloxy)carbonyl)amino)-2-diazo-3-oxohexanoate